C(C)N(C(C1=C(C(=C(C=C1)C)C)C)=O)CC N,N-diethyl-trimethyl-benzamide